{5-bromo-6-[(1R)-1-(3,5-difluorophenyl)ethoxy]-2-methylpyridin-3-yl}-N-ethyl-N-methylimidoformamide BrC=1C=C(C(=NC1O[C@H](C)C1=CC(=CC(=C1)F)F)C)C(N(C)CC)=N